C(C)(C)(C)OC(=O)N([C@H](C(=O)OCC1=CC=CC=C1)CCC#N)C(=O)OC(C)(C)C Benzyl (S)-2-(bis(tert-butoxycarbonyl)amino)-4-cyanobutanoate